methyl (Z)-2-(5-cyano-2-methylphenoxy)-3-methoxyacrylate C(#N)C=1C=CC(=C(O\C(\C(=O)OC)=C/OC)C1)C